ClC=1C(=CC(=NC1)OC)C1=CC(=NN1)C(=O)N1C(CCC(C1)C)C 1-[5-(5-chloro-2-methoxypyridin-4-yl)-1H-pyrazole-3-carbonyl]-2,5-dimethylpiperidine